C(C(=C)C)(=O)OCCCCCCCCCCCCCCCC(C)C iso-stearyl methacrylate